ClC1=C(C=CC=C1)[C@H]1CC[C@H](N1C(C1=CC(=C(C=C1)N1CCC(CC1)C)OC)=O)C(=O)O (2S,5R)-5-(2-chlorophenyl)-1-(3-methoxy-4-(4-methylpiperidin-1-yl)benzoyl)pyrrolidine-2-carboxylic acid